COS(=O)(=O)[O-].C[N+](C1=CC=C(C=C1)C=C1C(C2(CCC1C2(C)C)C)=O)(C)C N,N,N-trimethyl-4-(2-oxoborn-3-ylidenemethyl)anilinium methylsulfate